CC1=CC=C(C=C1)S(=O)(=O)OC1C(C1)(F)F 2,2-difluorocyclopropyl 4-methylbenzenesulfonate